CC1CC2=C(CC(N1)=O)C=CC=C2 4-methyl-4,5-dihydro-1H-benzo[d]azepin-2(3H)-one